C1(CCC(N1C(C1=CC=CC=C1)S(=O)(=O)O)=O)=O.FC(C=1C=CC(=NC1)CN1CCC2(CN(C2)C=O)C1)(F)F [7-[[5-(trifluoromethyl)-2-pyridinyl]methyl]-2,7-diazaspiro[3.4]oct-2-yl]methanone succinimidyl-toluenesulfonate